tert-butyl (R)-4-acetyl-3-(6-chloro-2'-fluoro-6'-(methylcarbamoyl)-[2,4'-bipyridin]-4-yl)piperazine-1-carboxylate C(C)(=O)N1[C@@H](CN(CC1)C(=O)OC(C)(C)C)C1=CC(=NC(=C1)Cl)C1=CC(=NC(=C1)C(NC)=O)F